(S)-6-((5-(1-amino-6-methoxy-1,3-dihydrospiro[indene-2,4'-piperidin]-1'-yl)pyrazine-2-yl)thio)-5-chloro-3-(2-hydroxy-2-methylpropyl)quinazolin-4(3H)-one N[C@@H]1C2=CC(=CC=C2CC12CCN(CC2)C=2N=CC(=NC2)SC=2C(=C1C(N(C=NC1=CC2)CC(C)(C)O)=O)Cl)OC